C1(C=CC(N1C=1C=C(OC2=CC=C(C=C2)CC2=CC=C(C=C2)OC2=CC(=CC=C2)N2C(C=CC2=O)=O)C=CC1)=O)=O bis[4-(3-maleimidophenoxy)phenyl]methane